4-(4-(4-Methylpiperazin-1-yl)piperidin-1-yl)-3-(methylsulfonyl)aniline CN1CCN(CC1)C1CCN(CC1)C1=C(C=C(N)C=C1)S(=O)(=O)C